N1C(=CC2=CC=CC=C12)C(=O)N1CC2(CCC2)C[C@H]1C(=O)N[C@H](C=O)C[C@H]1C(NCC1)=O (S)-6-(1H-indole-2-carbonyl)-N-((S)-1-oxo-3-((S)-2-oxopyrrolidin-3-yl)propan-2-yl)-6-azaspiro[3.4]octane-7-carboxamide